NC1=C(C=C(C=N1)C1=CC=C(C=C1)C(=O)N1CCN(CC1)C)OCC1=C(C(=CC=C1F)F)Cl {4-[6-amino-5-(2-chloro-3,6-difluoro-benzyloxy)-pyridin-3-yl]-phenyl}-(4-methyl-piperazin-1-yl)-methanone